3-acetyl-4-methoxypyridin-2(1H)-one C(C)(=O)C=1C(NC=CC1OC)=O